O=C1NC(CCC1N1C(C2=CC=CC(=C2C1)C#C[C@H]1CC12CCN(CC2)C(=O)[C@@H]2CC[C@H](CO2)NC(OC(C)(C)C)=O)=O)=O tertbutyl N-[(3R,6S)-6-[(1S)-1-{2-[2-(2,6-dioxopiperidin-3-yl)-1-oxo-3H-isoindol-4-yl]ethynyl}-6-azaspiro[2.5]octane-6-carbonyl]oxan-3-yl]carbamate